C1(CC1)CN1N=CC(=C1)C#C 1-(cyclopropylmethyl)-4-ethynyl-1H-pyrazole